C1(CCCC1)N1C(N(C=2C1=C1C(=NC2)NC(=C1C1=CC=2C=NC=CC2S1)C=1C=NN(C1)CC(F)F)C)=O 1-Cyclopentyl-7-(1-(2,2-difluoroethyl)-1H-pyrazol-4-yl)-3-methyl-8-(thieno[3,2-c]pyridin-2-yl)-3,6-dihydroimidazo[4,5-d]pyrrolo[2,3-b]pyridin-2(1H)-on